7-formyl-4,5-dihydro-1H-benzo[d]azepin-3(2H)-carboxylic acid tert-butyl ester C(C)(C)(C)OC(=O)N1CCC2=C(CC1)C=C(C=C2)C=O